FC=1C=C(C(=O)O)C=C(C1OC)F 3,5-difluoro-4-methoxy-benzoic acid